COC1=C(OCC=2OC3=C(N2)C=CC=C3)C=CC(=C1)[N+](=O)[O-] 2-((2-methoxy-4-nitrophenoxy)methyl)benzo[d]oxazole